C(C1=CC=CO1)N.C1(=CC=CC=C1)O phenol compound with furfuryl-amine